Ammonium (R)-2-(4-(4-(N-(3-amino-2-hydroxypropyl)sulfamoyl)-3-sulfamoyl-2-(1H-tetrazol-5-yl)phenyl)piperazin-1-yl)acetate NC[C@H](CNS(=O)(=O)C1=C(C(=C(C=C1)N1CCN(CC1)CC(=O)[O-])C1=NN=NN1)S(N)(=O)=O)O.[NH4+]